4-chloro-4-(4,4,5,5-tetramethyl-1,3,2-dioxaborolan-2-yl)-[1,1-biphenyl]-2-carbonitrile ClC1(CC(=C(C=C1)C1=CC=CC=C1)C#N)B1OC(C(O1)(C)C)(C)C